2-[4-(difluoromethyl)-6-[4-(4-hydroxy-1-piperidinyl)phenyl]-7-methyl-indazol-2-yl]-2-[(6R)-6-fluoro-6,7-dihydro-5H-pyrrolo[1,2-c]imidazol-1-yl]-N-thiazol-2-yl-acetamide FC(C=1C2=CN(N=C2C(=C(C1)C1=CC=C(C=C1)N1CCC(CC1)O)C)C(C(=O)NC=1SC=CN1)C1=C2N(C=N1)C[C@@H](C2)F)F